FC1=CC=C(OC2=CC=C(C=C2)C2CN(C2)C(=O)N2CC(CC2)N2N=NN=C2)C=C1 [3-[4-(4-Fluorophenoxy)phenyl]azetidin-1-yl]-[3-(tetrazol-1-yl)pyrrolidin-1-yl]methanone